FC=1C=C(OC2=NC=C(C=N2)N2C(NC(CC2)=O)=O)C=CC1 1-[2-(3-fluorophenoxy)pyrimidin-5-yl]-5,6-dihydropyrimidine-2,4(1H,3H)-dione